(1-bromomethyl-vinyl)-benzene BrCC(=C)C1=CC=CC=C1